2-tert-butyl-4-{[1-(3,4-difluorobenzoyl)piperidin-4-yl]amino}-5-phenylisothiazol-3(2H)-one 1,1-dioxide C(C)(C)(C)N1S(C(=C(C1=O)NC1CCN(CC1)C(C1=CC(=C(C=C1)F)F)=O)C1=CC=CC=C1)(=O)=O